copper-iron copper [Cu].[Fe].[Cu]